ClC1=NC=C(C(=O)NOCC)C(=C1)NC1=C(C=CC=C1)NS(=O)(=O)C1CC1 6-chloro-4-((2-(cyclopropylsulfonamido)phenyl)amino)-N-ethoxynicotinamide